N1C(=CC2=CC=CC=C12)C(=O)N1N=CCC1C1=CC=CC=C1 (1H-indol-2-yl)(5-phenyl-4,5-dihydro-1H-pyrazol-1-yl)methanone